C(C)OCCCOCCC(=O)O.FC1=C(C(=C(C=C1)S(=O)(=O)NC1=CC=C(C=C1)C=1C=CC=2N(N1)C(=CN2)C=2OC(=CC2)C)F)F trifluoro-N-(4-(3-(5-methylfuran-2-yl)imidazo[1,2-b]pyridazin-6-yl)phenyl)benzenesulfonamide 3-(3-ethoxypropoxy)propanoate